methyl 1-((2-acetyl-2-azabicyclo[2.1.1]hex-1-yl) methyl)-2-(4-(6-((4-cyano-2-fluorobenzyl) oxy) pyridin-2-yl)-2,5-difluorobenzyl)-1H-benzo[d]imidazole-6-carboxylate C(C)(=O)N1C2(CC(C1)C2)CN2C(=NC1=C2C=C(C=C1)C(=O)OC)CC1=C(C=C(C(=C1)F)C1=NC(=CC=C1)OCC1=C(C=C(C=C1)C#N)F)F